5-(4-(3,4-difluorophenyl)piperazin-1-yl)-2-(pyridin-2-yl)-4,5,6,7-tetrahydro-2H-indazole-3-ol FC=1C=C(C=CC1F)N1CCN(CC1)C1CC2=C(N(N=C2CC1)C1=NC=CC=C1)O